Cl.C(C1=CC=CC=C1)N(C1=C2N=CN(C2=NC(=N1)N[C@@H](COC([C@H](C(C)C)N)=O)CC)C(C)C)CC (2S)-2-amino-3-methyl-butyric acid [(2R)-2-[[6-[benzyl (ethyl) amino]-9-isopropyl-purin-2-yl] amino] butyl] ester hydrochloride